N'-[4-[tert-butyl(dimethyl)silyl]oxy-2-ethyl-phenyl]-4-(cyclopentylamino)-6-(o-tolyl)-pyrrolo[1,2-b]pyridazine-3-carboxamidine [Si](C)(C)(C(C)(C)C)OC1=CC(=C(C=C1)N=C(N)C1=C(C=2N(N=C1)C=C(C2)C2=C(C=CC=C2)C)NC2CCCC2)CC